S(C)(=O)(=O)O.C(C)O ethanol, mesylate salt